C(C)(C)(C)OC(=O)N1CCN(CC1)C=1C=C2C(=CN(C2=CC1)S(=O)(=O)C1=CC=C(C)C=C1)C=O 4-(3-formyl-1-tosyl-1H-indol-5-yl)piperazine-1-carboxylic acid tert-butyl ester